N1N=NC2=C1C=CC=C2C2=C(C(=CC=C2C)O)CCCCCCCCCCCC.[Na] sodium benzotriazolyl-dodecyl-p-cresol